C1(CCCCC1)N1CCN(CC1)CC(CO)O 3-(4-cyclohexyl-1-piperazinyl)-1,2-propanediol